tertbutyl 3-methyl-4'-(trifluoromethyl)-2',3',4',5'-tetrahydro-[1,1'-biphenyl]-2-carboxylate CC1=C(C(=CC=C1)C=1CCC(CC1)C(F)(F)F)C(=O)OC(C)(C)C